C(=O)C1CCN(CC1)C1=CC=C(C=N1)CN1C(N(C(C1(C)C)=O)C1=CC(=C(C#N)C=C1)C(F)(F)F)=S 4-(3-[[6-(4-formylpiperidin-1-yl)pyridin-3-yl]methyl]-4,4-dimethyl-5-oxo-2-sulfanylideneimidazolidin-1-yl)-2-(trifluoromethyl)benzonitrile